OC(CC=C)C1=NC=CC(=C1N1CC=2C=CC=NC2C=C1C1CC1C(=O)N)C 3-(6-((1-hydroxybut-3-en-1-yl)-4-methylpyridin-3-yl)-1,6-naphthyridin-7-yl)cyclopropane-1-carboxamide